NC1CCN(CC1)C1=C(C=NC2=CC=C(C=C12)C1=CC=C(C=C1)NC(=O)NOC)C1=CC(=CC(=C1)C)F 1-{4-[4-(4-aminopiperidin-1-yl)-3-(3-fluoro-5-methylphenyl)quinolin-6-yl]phenyl}-3-methoxyurea